3-(1-methyl-7-(7-(piperazin-1-ylmethyl)-2-azaspiro[3.5]non-2-yl)-1H-indazol-3-yl)piperidine-2,6-dione hydrochloride Cl.CN1N=C(C2=CC=CC(=C12)N1CC2(C1)CCC(CC2)CN2CCNCC2)C2C(NC(CC2)=O)=O